C(C)O/C=C/C1=C(OC2=CN=C(C=C21)NC2CCN(CC2)C)C(=O)N (E)-3-(2-ethoxyvinyl)-5-((1-methylpiperidin-4-yl)amino)furo[2,3-c]pyridine-2-carboxamide